1-[4-(cyanomethyl)-1-(3,3,3-trifluoropropyl)-4-piperidyl]-3-(cyclopropanecarbonylamino)pyrazole-4-carboxamide C(#N)CC1(CCN(CC1)CCC(F)(F)F)N1N=C(C(=C1)C(=O)N)NC(=O)C1CC1